(6S,12aS)-2-((E)-(3,4-dichlorophenyl)methyleneamino)-6-methyl-2,3,12,12a-tetrahydropyrazino[1',2':1,6]pyrido[3,4-b]indole-1,4(6H,7H)-dione ClC=1C=C(C=CC1Cl)\C=N\N1C([C@@H]2CC3=C(NC=4C=CC=CC34)[C@@H](N2C(C1)=O)C)=O